4-(4-(thieno[3,2-b]furan-3-yl)thiophen-2-yl)-4-oxobutanoic acid methyl ester COC(CCC(=O)C=1SC=C(C1)C=1C2=C(OC1)C=CS2)=O